1-(2,5-dioxopyrrolidin-1-yl)oxycarbonyloxyethyl undecanoate C(CCCCCCCCCC)(=O)OC(C)OC(=O)ON1C(CCC1=O)=O